ClC=1C(=C(C=CC1F)[C@@H](NC(=O)N1[C@@H](C(NCC1)=O)C)C=1C=NC(=NC1)C(F)(F)F)F (2R)-N-((S)-(3-chloro-2,4-difluorophenyl)(2-(trifluoro-methyl)pyrimidin-5-yl)methyl)-2-methyl-3-oxopiperazine-1-carboxamide